C(CCCC)OC1=CC=C2C=C(C(OC2=C1)=O)C(=O)Cl 7-pentoxycoumarinformyl chloride